Boc-3-chloro-L-tyrosine C(=O)(OC(C)(C)C)N[C@@H](CC1=CC(=C(C=C1)O)Cl)C(=O)O